NC1=CC=C(C=C1)C1=NN(C2=NC=NC(=C21)N)C2COC2 3-(4-Aminophenyl)-1-(oxetan-3-yl)-1H-pyrazolo[3,4-d]pyrimidin-4-ylamine